C(C)(C)(C)OC(=O)N1C(CC(CC1)C=1C=C2C(=C(NC2=CC1)C1=C2C(=NC=C1)N(N=C2)C(C2=CC=CC=C2)(C2=CC=CC=C2)C2=CC=CC=C2)C(C)C)=O 4-(3-isopropyl-2-(1-trityl-1H-pyrazolo[3,4-b]pyridin-4-yl)-1H-indol-5-yl)-2-oxopiperidine-1-carboxylic acid tert-butyl ester